2,2-dioxo-1,2-oxathiolan-4-ylacetate O=S1(OCC(C1)CC(=O)[O-])=O